19-methyl-5,9-eicosdienoic acid CC(CCCCCCCCC=CCCC=CCCCC(=O)O)C